magnesium boronate salt B([O-])[O-].[Mg+2]